ClC1=NC=2N(C(=C1)N1CCOCC1)N=C(C2)C(=O)N2CCC(CC2)C(C)(C)O (5-chloro-7-morpholinopyrazolo[1,5-a]pyrimidin-2-yl)(4-(2-hydroxypropan-2-yl)piperidin-1-yl)methanone